Cl.NCC(=O)N[C@H](CC1=CN(C2=CC=CC=C12)C)C(=O)O Nα-glycyl-1-methyl-D-tryptophan hydrochloride